O1C=C(C2=C1C=CC=C2)C[C@H](NC(C(N2CC1(CC2)CCOCC1)=O)=O)OB(O)O (R)-(2-(benzofuran-3-yl)-1-(2-oxo-2-(8-oxa-2-azaspiro[4.5]decane-2-yl)acetamido)ethyl)boric acid